C(C)(C)(C)OC(=O)N1C(CC2(CC1)OCCC1=C2SC(=C1)C)C 2,2'-dimethyl-spiro[4,5-dihydrothieno[2,3-C]pyran-7,4'-piperidine]-1'-carboxylic acid tert-butyl ester